cetyl p-coumarate C(\C=C\C1=CC=C(C=C1)O)(=O)OCCCCCCCCCCCCCCCC